2-hydroxy-N,N-bis(2-hydroxyethyl)-N-methyl-ethylammonium OCC[N+](C)(CCO)CCO